FC(C(=O)O)(F)F.S(N)(=O)(=O)CNCCC1CNC1 3-(2-sulfamoylmethylaminoethyl)azetidine trifluoroacetate salt